CC(CC)N1CC(CCC1)C=O 1-(BUTAN-2-YL)PIPERIDINE-3-CARBALDEHYDE